6-acetyl-2-(4-bromophenylmethyl)-3-(4-chlorophenyl)-3-((1-(hydroxymethyl)cyclopropyl)methoxy)isoindolin-1-one C(C)(=O)C1=CC=C2C(N(C(C2=C1)=O)CC1=CC=C(C=C1)Br)(OCC1(CC1)CO)C1=CC=C(C=C1)Cl